C(#N)C=1C(=C(C(=CC1)F)C=1C=C2C(=NN(C2=CC1)C(C1=CC=CC=C1)(C1=CC=CC=C1)C1=CC=CC=C1)NC(=O)C1CCN(CC1)C)F N-[5-(3-cyano-2,6-difluorophenyl)-1-trityl-1H-indazol-3-yl]-1-methylpiperidine-4-carboxamide